FC=1C(=C(C=CC1)N=C=O)C 3-Fluoro-2-methylphenylisocyanat